(R)-N-(4-(4-(2-methoxy-ethyl)-2-methylpiperazin-1-yl)pyridin-2-yl)-5-(5-methyl-1H-pyrazol-4-yl)thiazolo[5,4-b]pyridin-2-amine COCCN1C[C@H](N(CC1)C1=CC(=NC=C1)NC=1SC2=NC(=CC=C2N1)C=1C=NNC1C)C